chloromethyl-3-methyl-4-(3-methoxypropoxy)pyridine hydrochloride Cl.ClCC1=NC=CC(=C1C)OCCCOC